BrC1=CC(=NC(=C1)Cl)N1CCN(CC1)S(=O)(=O)C1=CC=C(C=C1)C1=C(C(=O)N)C=CC=C1 [4-[4-(4-bromo-6-chloro-2-pyridyl)piperazin-1-yl]sulfonylphenyl]benzamide